OC(C)(CO)OC(CCCCCCCCCCCCC)=O 2,3-dihydroxypropane-2-ylmyristate